C(C)OCC(C(C)C)(CCC(C)C)COCC 3,3-bis(ethoxymethyl)-2,6-dimethylheptane